C(#N)C(CNC1=CC=C(C=C1)N)C#N N-dicyanoethyl-1,4-benzenediamine